tetradecane-2,8-diol CC(CCCCCC(CCCCCC)O)O